N,N-bis(2-methoxyethyl)-3-oxobutanamide COCCN(C(CC(C)=O)=O)CCOC